2-amino-3-methoxy-4-(3-morpholinopropoxy)benzoyl-urea NC1=C(C(=O)NC(=O)N)C=CC(=C1OC)OCCCN1CCOCC1